OC=1C(=NC=CC1OC)C(=O)N[C@H](C(=O)OC(C(C)N1C=CC2=CC=CC(=C12)Br)C)C [2-(7-bromoindol-1-yl)-1-methyl-propyl] (2S)-2-[(3-hydroxy-4-methoxy-pyridine-2-carbonyl) amino]propanoate